2-(1-methyl-7-(methylthio)-1H-indazol-3-yl)propan-2-amine CN1N=C(C2=CC=CC(=C12)SC)C(C)(C)N